acrylamido-ethanesulfonate C(C=C)(=O)NC(C)S(=O)(=O)[O-]